C(C)(C)(C)OC(=O)N1C[C@H]([C@@H](CC1)OC1=CC(=CC=C1)C(F)(F)F)OC(C)C |r| (±)-trans-tert-butyl-3-isopropoxy-4-(3-(trifluoromethyl) phenoxy)piperidine-1-carboxylate